4'-(4-phenyl-6-(3-(9-phenyl-9H-fluoren-9-yl)phenyl)-1,3,5-triazin-2-yl)-[1,1'-biphenyl]-3-carbonitrile C1(=CC=CC=C1)C1=NC(=NC(=N1)C1=CC(=CC=C1)C1(C2=CC=CC=C2C=2C=CC=CC12)C1=CC=CC=C1)C1=CC=C(C=C1)C1=CC(=CC=C1)C#N